S(N)(OC1=CC=C(C=C1)C[C@@H](C=1N=C(SC1)C=1SC=CC1)NC([C@H](CC1=CC=CC=C1)NC(=O)OC)=O)(=O)=O.[Na] sodium (4-((S)-2-((S)-2-((methoxycarbonyl) amino)-3-phenylpropionylamino)-2-(2-(thiophen-2-yl) thiazol-4-yl) ethyl) phenyl) sulfamate